FC1(OC2=C(O1)C=CC(=C2)N(C(=O)C=2C=C(C=CC2)N2N=C(C=1CCC[C@@H](C21)OC=2C=CC=NC2)C(F)(F)F)C)F (S)-5-[[1-[3-[(2,2-difluoro-1,3-benzodioxol-5-yl)-methyl-carbamoyl]phenyl]-3-(trifluoromethyl)-4,5,6,7-tetrahydroindazol-7-yl]oxy]pyridin